C(C)(=O)[O-].C(C)(C)(C)OC(=O)NCCNC(NC=1C=[NH+]N(C1)C)=O 4-(3-(2-((tert-butoxycarbonyl)amino)ethyl)ureido)-1-methyl-1H-pyrazol-2-ium acetate